FC1=C(C(=CC=C1)C)N1CCC(CC1)N1C(N(C=2C(C1)=CN(N2)C2CN(C2)C(C(C)C)=O)CC2=C(C=CC=C2)C(F)(F)F)=O 5-[1-(2-fluoro-6-methyl-phenyl)-piperidin-4-yl]-2-(1-isobutyryl-azetidin-3-yl)-7-(2-trifluoromethyl-benzyl)-2,4,5,7-tetrahydro-pyrazolo[3,4-d]pyrimidin-6-one